t-butyl (R)-3-(hydroxymethyl)pyrrolidine-1-carboxylate OC[C@H]1CN(CC1)C(=O)OC(C)(C)C